CC1=CC=C(CCNC=CC)C=C1 para-methyl-propenyl-phenethylamine